OC1=C(C(=CC(=C1)C(F)(F)F)C)C1=CC2=C(N=N1)N(CCC2O)[C@H]2CN(CCC2)C 3-(2-hydroxy-6-methyl-4-(trifluoromethyl)phenyl)-8-((R)-1-methylpiperidin-3-yl)-5,6,7,8-tetrahydropyrido[2,3-c]pyridazin-5-ol